4-(pyridin-2-yl)benzonitrile N1=C(C=CC=C1)C1=CC=C(C#N)C=C1